2-methoxyacetamide COCC(=O)N